O1NC(C(C2=C1C=CC=C2)=O)=O benzo-oxazine-dione